BrC1=C(C(OC1O)=O)Br dibromo-5-hydroxyfuran-2(5H)-one